OC(=O)C(F)(F)F.ClC=1C(=NC(=NC1)N[C@H]1[C@@H]([C@@H]2CC[C@H](C1)N2)O)C=2C=C(C1=C(N(C(=N1)C(C)(C)O)C(C)C)C2)F |r| (1S*,2R*,3R*,5R*)-(±)-3-((5-chloro-4-(4-fluoro-2-(2-hydroxypropan-2-yl)-1-isopropyl-1H-benzo[d]imidazol-6-yl)pyrimidin-2-yl)amino)-8-azabicyclo[3.2.1]octan-2-ol TFA salt